BrC1=CC=C(C=C1)C1CCN(CC1)CC=1C=C2CN(C(C2=CC1)=O)N1C(NC(CC1)=O)=O 1-(5-((4-(4-bromophenyl)piperidin-1-yl)methyl)-1-oxoisoindolin-2-yl)dihydropyrimidine-2,4(1H,3H)-dione